Cl.P(OCN1C(C2=CC=C(C=C2CC1)OC\C(=C\F)\CN)=O)(O)=O [6-[(E)-2-(aminomethyl)-3-fluoro-allyloxy]-1-oxo-3,4-dihydroisoquinolin-2-yl]-Methyl phosphonate hydrochloride